3,3-dimethyl-1-(methylamino)-2,3,4,5-tetrahydro-1H-phenanthridin-6-one CC1(CC(C=2C3=CC=CC=C3C(NC2C1)=O)NC)C